copper Silver-gold [Au].[Ag].[Cu]